C(#N)C1=CC2=C(N=C(N=C2)NC(=O)[C@@H]2CN(CCC2)C(=O)OC(C)(C)C)C(=N1)NC(C)C Tert-butyl (S)-3-((6-cyano-8-(isopropylamino)pyrido[3,4-d]pyrimidin-2-yl)carbamoyl)piperidine-1-carboxylate